BrC1=CC=C(C(C)N)C=C1 4-bromo-α-methylbenzylamine